C(C1=CC=CC=C1)OC1=NC(=CC=C1N1C(C2=CC=CC(=C2C1)N(C1CCC(CC1)(O)CNC(OCC1=CC=CC=C1)=O)CCCC(F)(F)F)=O)OCC1=CC=CC=C1 benzyl (((1r,4r)-4-((2-(2,6-bis(benzyloxy)pyridin-3-yl)-1-oxoisoindolin-4-yl)(4,4,4-trifluorobutyl)amino)-1-hydroxycyclohexyl)methyl)carbamate